5,5'-undecamethylenebis(1,2,3,4-tetrazole) N1N=NN=C1CCCCCCCCCCCC1=NN=NN1